2-methyl-2,3-dihydro-1H-isoindol-5-amine dihydrochloride Cl.Cl.CN1CC2=CC=C(C=C2C1)N